tert-butyl (3S,4R)-3-(hexylcarbamoyl)-4-octylpyrrolidine-1-carboxylate C(CCCCC)NC(=O)[C@@H]1CN(C[C@@H]1CCCCCCCC)C(=O)OC(C)(C)C